C(C)(=O)N[C@H]1CN(C[C@@H]([C@@H]1OC(C)=O)OC(C)=O)C(CCCC(=O)O)=O 5-[(3S,4R,5S)-3-acetamido-4,5-diacetoxy-1-piperidyl]-5-oxo-pentanoic acid